ClCC/C(=C(\C1=CC=CC=C1)/C1=CC=C(OCCN(C(CSC2=C3C(N(C(C3=CC=C2)=O)C2C(NC(CC2)=O)=O)=O)=O)C)C=C1)/C1=CC=CC=C1 (Z)-N-(2-(4-(4-chloro-1,2-diphenylbut-1-en-1-yl)phenoxy)ethyl)-2-((2-(2,6-dioxopiperidin-3-yl)-1,3-dioxoisoindolin-4-yl)sulfanyl)-N-methylacetamide